4-(2,2-Dimethylpropylsulfonyl)-1-methoxy-2-methylbenzene CC(CS(=O)(=O)C1=CC(=C(C=C1)OC)C)(C)C